CN1CCN(CC1)C1=CC=C(C=C1)NC1=NC2=C(C=CC=C2C=N1)C1CN(CCO1)C(C=C)=O 1-(2-(2-((4-(4-methylpiperazin-1-yl)phenyl)amino)quinazolin-8-yl)morpholinyl)prop-2-en-1-one